CC=1C(=NC(=NC1)NC1=CC=C(C=C1)CCC1=CC=CC=C1)N1CCC2(CCNC2=O)CC1 8-(5-methyl-2-((4-phenethylphenyl)amino)pyrimidin-4-yl)-2,8-diazaspiro[4.5]decan-1-one